ClC1=C(C=CC=C1)C=1C=CC=C2C(=C(N3C(C12)=NC=N3)C(=O)NCC(=O)OCC)O ethyl 2-[[10-(2-chlorophenyl)-6-hydroxy-[1,2,4]triazolo[5,1-a]isoquinoline-5-carbonyl]amino]acetate